COC1=C2C=C(NC2=CC=C1)C(=O)N[C@H](C(=O)OC(C)(C)C)CC(C)C Tert-butyl (2S)-2-[(4-methoxy-1H-indole-2-carbonyl)amino]-4-methyl-pentanoate